6'-[2-(2-oxopyrrolidin-3-yl)ethoxy]-2',3'-dihydrospiro[cyclohexane-1,1'-indene]-4-carboxylate O=C1NCCC1CCOC1=CC=C2CCC3(C2=C1)CCC(CC3)C(=O)[O-]